ClC1=C(C=CC(=C1)C)C=1C=C(C2=CN(N=C2C1)CC(F)(F)F)C(=O)O 6-(2-chloro-4-methylphenyl)-2-(2,2,2-trifluoroethyl)-2H-indazole-4-carboxylic acid